BrC1=C(C=C2C(=NC(=NC2=C1)C)N[C@H](C)C=1C=C(C=C(C1F)C(F)F)NC([O-])=O)O[C@@H]1COCC1 (3-((R)-1-((7-bromo-2-methyl-6-(((S)-tetrahydrofuran-3-yl)oxy)quinazolin-4-yl)amino)ethyl)-5-(difluoromethyl)-4-fluorophenyl)carbamate